OCCNC1=CC=CC=C1 N-Hydroxyethylaniline